FC1(C(C2=C(C=CC(=C12)OC=1C=NC=C(C1)F)Br)O)F 8,8-difluoro-2-(5-fluoro-3-pyridyloxy)-5-bromobicyclo[4.2.0]oct-1,3,5-triene-7-ol